(Z)-2,2,4-trimethyl-3-((2-phenylprop-1-en-1-yl)oxy)pentyl isobutyrate C(C(C)C)(=O)OCC(C(C(C)C)O\C=C(\C)/C1=CC=CC=C1)(C)C